FC1=CC=C2C(=CNC2=C1)C1CCN(CC1)C(=O)C=1C=CC2=C(NC(CO2)=O)C1 6-[4-(6-Fluoro-1H-indol-3-yl)piperidine-1-carbonyl]-4H-1,4-benzoxazin-3-one